4-bromobenzotriazole BrC1=CC=CC=2NN=NC21